magnesium sulfite salt S(=O)([O-])[O-].[Mg+2]